Cl.CN(C)CC[C@@H](C=1SC=CC1)O (S)-N,N-dimethyl-3-hydroxy-3-(2-thienyl)propylamine hydrochloride